2-hydroxy-3,3-dimethylbutyric acid OC(C(=O)O)C(C)(C)C